2-((cyclopropylmethyl)amino)-5-(N-(1-(fluoromethyl)cyclopropyl)sulfamoyl)benzamide C1(CC1)CNC1=C(C(=O)N)C=C(C=C1)S(NC1(CC1)CF)(=O)=O